C(C1=CC=CC=C1)OC=1C2=C(N=C(N1)Cl)CN(C2)C(=O)OC(C)(C)C tert-butyl 4-benzyloxy-2-chloro-5,7-dihydropyrrolo[3,4-d]pyrimidine-6-carboxylate